C(C1=CC=CC=C1)C1=NC2=C(N1)C=CC(=C2)C(=O)N[C@H](C)C2CCCCC2 2-Benzyl-N-[(1R)-1-cyclohexylethyl]-1H-benzimidazole-5-carboxamide